2,3-Difluoro-5-chloropyridine FC1=NC=C(C=C1F)Cl